N1CC(C1)NC=1C=CC(=C(C(=O)NC2(CC2)C2=CC(=CC=C2)C=2SC(=CC2)CN[C@@H]2C[C@@H](CC2)O)C1)C 5-(Azetidin-3-ylamino)-N-(1-(3-(5-((((1S,3R)-3-hydroxycyclopentyl)amino)methyl)thiophen-2-yl)phenyl)cyclopropyl)-2-methyl-benzamide